N[C@H](C(C)(O)C)C1=CC=C(C=C1)F (1S)-1-Amino-1-(4-fluorophenyl)-2-methylpropan-2-ol